FC1(CCC(CC1)C1=CC=C(C=N1)NC(=O)NC1=CN(C2=NC=C(C=C21)F)C)F 1-(6-(4,4-difluorocyclohexyl)pyridin-3-yl)-3-(5-fluoro-1-methyl-1H-pyrrolo[2,3-b]pyridin-3-yl)urea